The molecule is a monocarboxylic acid anion that is the conjugate base of 3-indoleacrylic acid, obtained by deprotonation of the carboxy group; major species at pH 7.3. It is a conjugate base of an (E)-3-(indol-3-yl)acrylic acid. C1=CC=C2C(=C1)C(=CN2)/C=C/C(=O)[O-]